8-methyl-2-[4-(4-methylpiperazin-1-yl)anilino]-6-(2-prop-2-enoyl-3,3a,4,6,7,7a-hexahydro-1H-pyrrolo[3,4-c]pyridin-5-yl)pyrido[2,3-d]pyrimidin-7-one CN1C(C(=CC2=C1N=C(N=C2)NC2=CC=C(C=C2)N2CCN(CC2)C)N2CC1C(CC2)CN(C1)C(C=C)=O)=O